C(P([O-])([O-])=O)P([O-])([O-])=O methylene-diphosphonate